cobalt-iron-nickel-chromium [Cr].[Ni].[Fe].[Co]